methyl (8S)-7-((9-fluoro-9H-fluorene-3-carbonyl)glycyl)-1,4-dioxa-7-azaspiro[4.4]nonane-8-carboxylate FC1C2=CC=CC=C2C=2C=C(C=CC12)C(=O)NCC(=O)N1CC2(OCCO2)C[C@H]1C(=O)OC